4-(3-hydroxy-3-methylbutan-1-yn-1-yl)benzoic acid OC(C#CC1=CC=C(C(=O)O)C=C1)(C)C